N-[(2S)-3-Fluoro-2-hydroxypropyl]-3-oxo-2-(pyridin-3-yl)-6-[4-(trifluoromethoxy)phenyl]-2,3-dihydropyridazine-4-carboxamide FC[C@H](CNC(=O)C=1C(N(N=C(C1)C1=CC=C(C=C1)OC(F)(F)F)C=1C=NC=CC1)=O)O